C(C(C)(C)C)(=O)OC1=CC=C2C(=CCSC2=C1)OS(=O)(=O)C(F)(F)F 4-(((trifluoromethyl) sulfonyl) oxy)-2H-thiochromen-7-yl pivalate